BrC=1C=C(SC1)[C@H](N[S@](=O)C(C)(C)C)C1=CC=CC=C1 (R)-N-((R)-(4-bromothiophen-2-yl)(phenyl)methyl)-2-methylpropane-2-sulfinamide